(5-(6-bromo-1H-imidazo[4,5-c]pyridin-2-yl)-1H-pyrrol-3-yl)(2-(trifluoromethyl)phenyl)methanone BrC1=CC2=C(C=N1)N=C(N2)C2=CC(=CN2)C(=O)C2=C(C=CC=C2)C(F)(F)F